C(#N)C1=CNC2=C(C=CC(=C12)F)NS(=O)(=O)C=1C=NN(C1)C N-(3-Cyano-4-fluoro-1H-indol-7-yl)-1-methyl-pyrazol-4-sulfonamid